N-(6-methoxy-1-methylindazol-7-yl)-1-[4-(pyrrolidin-1-yl)pyridin-2-yl]pyrazole-4-sulfonamide COC1=CC=C2C=NN(C2=C1NS(=O)(=O)C=1C=NN(C1)C1=NC=CC(=C1)N1CCCC1)C